3-methyl-2-[2-[(11S,5R)-3-oxabicyclo[3.1.0]hexan-6-yl]pyrazolo[3,4-b]pyridin-6-yl]-5-(trifluoromethyl)phenol CC=1C(=C(C=C(C1)C(F)(F)F)O)C=1C=CC=2C(N1)=NN(C2)C2[C@@H]1COCC21